C(=O)C1=CC=C(CC(C(=O)O)C(=O)O)C=C1 2-(4-formylbenzyl)malonic acid